5-(3-(4-(5-((3-((2,6-dimethylphenyl)amino)-1-methyl-1H-pyrazolo[3,4-d]pyrimidine-6-yl)amino)pyridin-2-yl)piperazin-1-yl)azetidin-1-yl)-2-(2,6-dioxopiperidin-3-yl)isoindoline-1,3-dione CC1=C(C(=CC=C1)C)NC1=NN(C2=NC(=NC=C21)NC=2C=CC(=NC2)N2CCN(CC2)C2CN(C2)C=2C=C1C(N(C(C1=CC2)=O)C2C(NC(CC2)=O)=O)=O)C